(menthylcarbonyloxy)sodium 5-(menthylcarbonyloxy)decanoate tert-butyl-(4R)-2,2-dimethyl-4-[(1S)-3,3,3-trifluoro-1-(2-oxoethyl)propyl]oxazolidine-3-carboxylate C(C)(C)(C)OC(=O)N1C(OC[C@H]1[C@H](CC(F)(F)F)CC=O)(C)C.C1(CC(C(CC1)C(C)C)C(=O)OC(CCCC(=O)O)CCCCC)C.C1(CC(C(CC1)C(C)C)C(=O)O[Na])C